2-Amino-4-(butylamino)-6-(4-((4-methylpiperazin-1-yl)methyl)benzyl)pyridin NC1=NC(=CC(=C1)NCCCC)CC1=CC=C(C=C1)CN1CCN(CC1)C